diazo-1-benzenesulfonyl-3,3-dimethyl-2-butanone [N+](=[N-])=C(C(C(C)(C)C)=O)S(=O)(=O)C1=CC=CC=C1